3-(9-((4-(aminomethyl)phenyl)carbamoyl)-4,5-dihydrobenzo[b]thieno[2,3-d]oxepin-8-yl)-6-(((1-hydroxycyclopropyl)methyl)carbamoyl)picolinic acid NCC1=CC=C(C=C1)NC(=O)C1=CC2=C(OCCC3=C2SC=C3)C=C1C=1C(=NC(=CC1)C(NCC1(CC1)O)=O)C(=O)O